C(=O)C1=C(C(=O)C2=C(C#N)C=CC=C2)C=CC=C1 2-(2-formylbenzoyl)benzonitrile